N[C@@H]1C[C@H](N(C1)C(=O)OC(C)(C)C)CS(=O)(=O)C tert-butyl (2S,4R)-4-amino-2-((methylsulfonyl)methyl)pyrrolidine-1-carboxylate